(S)-5-amino-6-(4-((benzyloxycarbonyl)carbonyl)piperazin-1-yl)-2-((1-methylpyrrolidin-2-yl)methoxy)pyrimidine-4-carboxylic acid NC=1C(=NC(=NC1N1CCN(CC1)C(=O)C(=O)OCC1=CC=CC=C1)OC[C@H]1N(CCC1)C)C(=O)O